BrCC1=NC(=NC=C1)Cl 4-(bromomethyl)-2-chloro-pyrimidine